CC(C)(CCC(C)(OOC(C1=CC=CC=C1)=O)C)OOC(C1=CC=CC=C1)=O 2,5-dimethyl-2,5-bis(benzoyl-peroxy)hexane